[H-].[Ba+2].[H-] Barium hydrid